O1CC[C@H](C2=CC=CC=C12)NC(=O)[C@@H]1CC[C@H]2N1C([C@H](CN(CC2)CC(F)(F)F)NC(OC(C)(C)C)=O)=O tert-butyl ((5S,8S,10aR)-8-(((R)-chroman-4-yl)carbamoyl)-6-oxo-3-(2,2,2-trifluoroethyl)decahydropyrrolo[1,2-a][1,5]diazocin-5-yl)carbamate